[Yb].[Ti] titanium-ytterbium